tert-butyl 2-(5H-imidazo[5,1-a]isoindol-5-yl)-7-azaspiro[3.5]nonane-7-carboxylate C=1N=CN2C1C1=CC=CC=C1C2C2CC1(C2)CCN(CC1)C(=O)OC(C)(C)C